FS(=O)(=O)N1N=CC=C1 N-(fluorosulfonyl)pyrazole